[Si](C)(C)(C(C)(C)C)OC[C@](CCCC)(C)NC=1C2=C(N=C(N1)N)C=NC(=C2)CC2=CC=C(C=C2)Cl (R)-N4-(1-((tert-butyldimethylsilyl)oxy)-2-methylhex-2-yl)-6-(4-chlorobenzyl)pyrido[3,4-d]pyrimidine-2,4-diamine